6-bromo-N3-ethyl-1-methyl-1H-indazole-3,4-diamine BrC=1C=C(C=2C(=NN(C2C1)C)NCC)N